C1(CC1)C1=C(C(=NO1)C1=C(C=CC=C1Cl)Cl)CO[C@H]1[C@@H]2CN([C@H](C1)C2)C2=CC=C(C(=O)NS(=O)(=O)C1CCOCC1)C=C2 4-[(1S,4S,5R)-5-{[5-cyclopropyl-3-(2,6-dichlorophenyl)-1,2-oxazol-4-yl]methoxy}-2-azabicyclo[2.2.1]heptan-2-yl]-N-(oxane-4-sulfonyl)benzamide